S(O)(O)(=O)=O.ClC1=CC=C(C=C1)C(C(=O)O)(F)F 2-(4-chlorophenyl)-2,2-difluoroacetic acid sulfurate